C(C)(C)C1=C(C(=CC(=C1)C(C)C)C(C)C)[Mg]Cl 2,4,6-triisopropylphenyl-magnesium chloride